butyl 3-methyl-6-(2'-oxospiro[cyclopropane-1,3'-indolin]-5'-yl)-3,4-dihydropyridine-1(2H)-carboxylate CC1CN(C(=CC1)C=1C=C2C3(C(NC2=CC1)=O)CC3)C(=O)OCCCC